N1=CN=C(C2=C1NC=C2)NC=2C=C(OCCCCCCCCO)C=CC2 8-(3-[(7H-pyrrolo[2,3-d]pyrimidin-4-yl)amino]phenoxy)-1-octanol